1-((3S)-4-(6-chloro-8-cyclopropoxy-7-(5-methyl-1H-indazol-4-yl)-2-(((S)-1-methylpyrrolidin-2-yl)methoxy)quinazolin-4-yl)-3-methylpiperazin-1-yl)prop-2-en-1-one ClC=1C=C2C(=NC(=NC2=C(C1C1=C2C=NNC2=CC=C1C)OC1CC1)OC[C@H]1N(CCC1)C)N1[C@H](CN(CC1)C(C=C)=O)C